NCC(CCCC)O 1-amino-2-hexanol